N-(((2S,4R)-4-(aminomethyl)pyrrolidin-2-yl)methyl)-6-(4-fluorophenyl)-3-methyl-1H-indole-2-carboxamide hydrogen chloride salt Cl.NC[C@H]1C[C@H](NC1)CNC(=O)C=1NC2=CC(=CC=C2C1C)C1=CC=C(C=C1)F